9-benzyl-fluorenol C(C1=CC=CC=C1)C1C2=CC=CC=C2C=2C=CC=C(C12)O